NCCNC1=NC(=C2C(=N1)N(N=C2)C)NCC2=CC=C(C=C2)C2=CC=CC=C2 N6-(2-aminoethyl)-1-methyl-N4-[(4-phenylphenyl)methyl]pyrazolo[3,4-d]pyrimidine-4,6-diamine